(S)-N-(3-bromo-4-methoxybenzylidene)-2-methylpropane-2-sulfinamide BrC=1C=C(C=N[S@@](=O)C(C)(C)C)C=CC1OC